(1aS,5aS)-2-(2,4-Difluoro-phenyl)-1a,2,5,5a-tetrahydro-1H-2,3-diaza-cyclopropa[a]pentalene-4-carboxylic acid (4-hydroxymethyl-tetrahydro-pyran-4-yl)-amide OCC1(CCOCC1)NC(=O)C=1C=2C[C@H]3[C@@H](C2N(N1)C1=C(C=C(C=C1)F)F)C3